1-((R)-3-amino-1-(3-((6-amino-9H-purin-9-yl)methyl)-5-(2,5-difluoro-4-methoxyphenyl)pyrazin-2-yl)piperidin-3-yl)-2,2-difluoroethan-1-ol N[C@]1(CN(CCC1)C1=NC=C(N=C1CN1C2=NC=NC(=C2N=C1)N)C1=C(C=C(C(=C1)F)OC)F)C(C(F)F)O